2-oxa-6-azaspiro[3.4]octane-6-carboxylate C1OCC12CN(CC2)C(=O)[O-]